ClC1=CC=C(C=C1)C1=N[C@H](C=2N(C3=C1C(=C(S3)C)C)C(=NN2)C)CC(=O)N 2-((S)-4-(4-chlorophenyl)-2,3,9-trimethyl-6H-thieno[3,2-f][1,2,4]triazolo[4,3-a][1,4]diazepin-6-yl)acetamide